6-(4-isopropoxyphenyl)-4-methoxypicolinic acid C(C)(C)OC1=CC=C(C=C1)C1=CC(=CC(=N1)C(=O)O)OC